N-[(1R)-1-[3-(3-hydroxyprop-1-ynyl)phenyl]ethyl]-2-methyl-5-(4-methylpiperazin-1-yl)benzamide OCC#CC=1C=C(C=CC1)[C@@H](C)NC(C1=C(C=CC(=C1)N1CCN(CC1)C)C)=O